(6-(piperazin-1-yl)pyridin-3-yl)-1H-pyrazolo[3,4-d]pyrimidine-3,6-diamine N1(CCNCC1)C1=CC=C(C=N1)N1N=C(C=2C1=NC(=NC2)N)N